C[C@@H](C(C(=O)OC)C(=O)OC)CC(=O)OC Trimethyl (R)-2-Methylpropane-1,1,3-Tricarboxylate